C(C1=CC=CC=C1)N(C1=C2C(=NC(=N1)Cl)N(N=C2)[C@H]2[C@@H]([C@@H]([C@H](O2)COCCP(OCC)(OCC)=O)O)O)C Diethyl (2-(((2R,3S,4R,5R)-5-(4-(benzyl(methyl)amino)-6-chloro-1H-pyrazolo[3,4-d]pyrimidin-1-yl)-3,4-dihydroxytetrahydrofuran-2-yl)methoxy)ethyl)phosphonate